FC(OC1=CC(=C(C=C1)C1=NN=C(C(N1C)=O)N[C@H]1CN(CCC1)CC)OC)F 3-[4-(difluoromethoxy)-2-methoxy-phenyl]-6-[[(3R)-1-ethyl-3-piperidyl]amino]-4-methyl-1,2,4-triazin-5-one